NC1=C2C(=NC=N1)N(N=C2C2=CC=C(C=C2)O)CC2=NC1=CC=CC(=C1C(N2CC2=C(C=CC=C2)Cl)=O)C#CCCCC(=O)NC2=CC=NC=C2 6-(2-((4-Amino-3-(4-hydroxyphenyl)-1H-pyrazolo[3,4-d]pyrimidin-1-yl)methyl)-3-(2-chlorobenzyl)-4-oxo-3,4-dihydroquinazolin-5-yl)-N-(pyridin-4-yl)hex-5-ynamide